(S)-N-(2-oxo-1-(1-(3-(trifluoromethoxy)phenyl)ethyl)-1,2-dihydroquinoxalin-6-yl)cyclopentanecarboxamide O=C1N(C2=CC=C(C=C2N=C1)NC(=O)C1CCCC1)[C@@H](C)C1=CC(=CC=C1)OC(F)(F)F